C(=O)([O-])CCC(=O)C1=CC2=C(S1)C=C(C(=C2)OCCCOC=2C=C1CN(CC1=CC2OC)C(CCC(=O)[O-])=O)O.[Na+].[Na+] sodium 4-(5-(3-((2-(3-carboxylatopropanoyl)-6-hydroxybenzo[b]thiophen-5-yl) oxy) propoxy)-6-methoxyisoindolin-2-yl)-4-oxobutanoate